N-Cyclopropyl-6,7-dimethoxy-4-(pyrrolidin-1-yl)quinazolin-2-amine C1(CC1)NC1=NC2=CC(=C(C=C2C(=N1)N1CCCC1)OC)OC